allyl (S)-1-(4-hydroxy-3,3-dimethyl-2-oxobutanoyl)piperidine-2-carboxylate OCC(C(C(=O)N1[C@@H](CCCC1)C(=O)OCC=C)=O)(C)C